2-oxo-1-(prop-2-yn-1-yl)-1,2-dihydro-1,5-naphthyridine-3-carbonitrile O=C1N(C2=CC=CN=C2C=C1C#N)CC#C